3-hydroxy-2-(pyridin-2-yl)-2,4,5,7-tetrahydro-6H-pyrazolo[3,4-c]pyridine-6-carboxylic acid ethyl ester C(C)OC(=O)N1CC=2C(CC1)=C(N(N2)C2=NC=CC=C2)O